N-(((2S,5R)-6-(benzyloxy)-7-oxo-1,6-diazabicyclo[3.2.1]octan-2-yl)(imino)methyl)-6-(trifluoromethyl)nicotinamide C(C1=CC=CC=C1)ON1[C@@H]2CC[C@H](N(C1=O)C2)C(NC(C2=CN=C(C=C2)C(F)(F)F)=O)=N